Diisopropyl phthalat C(C=1C(C(=O)OC(C)C)=CC=CC1)(=O)OC(C)C